NC1=CC(=C(C(=O)NCCCNC(OC(C)(C)C)=O)C=C1)CC tert-butyl (3-(4-amino-2-ethylbenzamido)propyl)carbamate